(1S,2S)-N-(5-(5-chloro-6-fluoro-7-((3-hydroxycyclobutyl)(methyl)amino)-1H-indazol-4-yl)pyrazolo[1,5-a]pyridin-2-yl)-2-fluorocyclopropane-1-carboxamide ClC=1C(=C2C=NNC2=C(C1F)N(C)C1CC(C1)O)C1=CC=2N(C=C1)N=C(C2)NC(=O)[C@H]2[C@H](C2)F